3-(5-(((3r,5r)-1-ethyl-5-fluoropiperidin-3-yl)oxy)-1-oxoisoindolin-2-yl)piperidine-2,6-dione C(C)N1C[C@@H](C[C@H](C1)F)OC=1C=C2CN(C(C2=CC1)=O)C1C(NC(CC1)=O)=O